N-((1r,4r)-1-methyl-4-((5-(1-methyl-1H-benzo[d][1,2,3]triazol-6-yl)-7H-pyrrolo[2,3-d]pyrimidin-2-yl)amino)cyclohexyl)acetamide CC1(CCC(CC1)NC=1N=CC2=C(N1)NC=C2C=2C=CC1=C(N(N=N1)C)C2)NC(C)=O